trans-2-(methoxycarbonyl)cyclopropane-1-carboxylic acid COC(=O)[C@H]1[C@@H](C1)C(=O)O